FC(C1=CC=CC(=N1)C(=O)O)(F)F 6-(trifluoromethyl)picolinic acid